6-(1,3-dimethyl-1H-pyrazol-4-yl)quinoline-4-carboxylic acid CN1N=C(C(=C1)C=1C=C2C(=CC=NC2=CC1)C(=O)O)C